ClC=1C=CC=C2C=CC=C(C12)N1CC=2N=C(N=C(C2CC1)N1C[C@@H](N(CC1)C(C(=C)F)=O)CC#N)OC[C@H]1N(CCC1)C 2-((S)-4-(7-(8-chloronaphthalene-1-yl)-2-(((S)-1-methylpyrrolidin-2-yl)methoxyl)-5,6,7,8-tetrahydropyrido[3,4-d]pyrimidine-4-yl)-1-(2-fluoroacryloyl)piperazine-2-yl)acetonitrile